C=CC=CCC=CC=C 1,3,6,8-nonatetraene